ClC=1C=C(C=CC1Cl)NC1=C(NC2=C1C(NCC21CCN(CC1)C(C=C)=O)=O)C1=C(C=NC=C1)F 3'-[(3,4-dichlorophenyl)amino]-2'-(3-fluoropyridin-4-yl)-1-(prop-2-enoyl)-5',6'-dihydro-1'H-spiro[piperidine-4,7'-pyrrolo[3,2-c]pyridin]-4'-one